ClC1=CC2=C(C(=N1)N1C[C@@H](O[C@@H](C1)C)C)C(N(C2)[C@@H](C)C2CC2)=O 6-chloro-2-((S)-1-cyclopropylethyl)-4-((2S,6R)-2,6-dimethylmorpholinyl)-1,2-dihydro-3H-pyrrolo[3,4-c]pyridin-3-one